5-bromo-4-methyl-3-nitropyridin BrC=1C(=C(C=NC1)[N+](=O)[O-])C